C(C)(=O)N[C@H]1CC[C@H]2[C@@H]1N(C=1C(=CC(=CC21)C(=O)NC2=CC=C(C=C2)OC(F)(F)Cl)C=2C=NC=CC2)C(C)C (3S,3aS,8bR)-3-acetamido-N-(4-(chlorodifluoromethoxy)phenyl)-4-isopropyl-5-(pyridin-3-yl)-1,2,3,3a,4,8b-hexahydrocyclopenta[b]indole-7-carboxamide